(R)-N-(2-(difluoromethoxy)-4-(4,4-difluoropiperidin-1-yl)phenyl)-9-methyl-6-oxo-6,7,8,9-tetrahydropyrido[3',2':4,5]pyrrolo[1,2-a]pyrazine-2-carboxamide FC(OC1=C(C=CC(=C1)N1CCC(CC1)(F)F)NC(=O)C=1C=CC=2C=C3N([C@@H](CNC3=O)C)C2N1)F